methyl 2-phenyl-5-(p-bromophenyl)-1H-imidazole-4-carboxylate C1(=CC=CC=C1)C=1NC(=C(N1)C(=O)OC)C1=CC=C(C=C1)Br